(2-methoxy-1-methylethyl)acetamide COCC(C)CC(=O)N